C(C)(=O)N1CC2(C1)N(C(CN(C2=O)C2CCC(CC2)C)=O)CC2=CC=C(C=C2)C(F)(F)F 2-acetyl-8-(4-methylcyclohexyl)-5-(4-(trifluoromethyl)benzyl)-2,5,8-triazaspiro[3.5]-nonane-6,9-dione